1,2-di-tert-butyl-diazacyclobutane 2-naphthyl-phosphate disodium salt [Na+].[Na+].C1=C(C=CC2=CC=CC=C12)OP(=O)([O-])[O-].C(C)(C)(C)N1N(CC1)C(C)(C)C